3-(6-chloro-4-methoxypyridin-3-yl)propan-1-ol ClC1=CC(=C(C=N1)CCCO)OC